2,4,6-tri-butylphenyl carbamate C(N)(OC1=C(C=C(C=C1CCCC)CCCC)CCCC)=O